C1=CC(=CC=C1[N+](=O)[O-])OP(=O)(CCCC(=O)NCCCCCC(=O)O)O The molecule is an organic phosphonate and derivative of hexanoic acid and cognate transition state analogue of the esterase-like catalytic antibody D2.3. It has a role as an epitope. It is an organic phosphonate, a C-nitro compound and a monocarboxylic acid. It derives from a hexanoic acid.